phenyltris(pentafluorophenyl)borate-cycloheptatriene C1=CC=CC=CC1.C1(=CC=CC=C1)[B-](C1=C(C(=C(C(=C1F)F)F)F)F)(C1=C(C(=C(C(=C1F)F)F)F)F)C1=C(C(=C(C(=C1F)F)F)F)F